C(OC[C@]1(O[C@H]([C@@H]([C@@H]1O)O)C1=CC=C2C(=NC=NN21)N)C#N)(OC(C)(C)C)=O ((2R,3S,4R,5S)-5-(4-aminopyrrolo[2,1-f][1,2,4]triazin-7-yl)-2-cyano-3,4-dihydroxytetrahydrofuran-2-yl)methyl tert-butyl carbonate